CN(C(=O)C=1N=CNC1)CCC1=CC=CC=C1 N-methyl-N-(2-phenylethyl)-1H-imidazole-4-carboxamide